Heptane-2,3-dicarboxylic acid calcium salt [Ca+2].CC(C(CCCC)C(=O)[O-])C(=O)[O-]